FC1=C(C=CC(=C1C)OC1=CC2=C(N(N=N2)C)C(=C1)F)NC=1C2=C(N=CN1)C=NC(=N2)S(=O)C N-(2-fluoro-4-((7-fluoro-1-methyl-1H-benzo[d][1,2,3]triazol-5-yl)oxy)-3-methyl-phenyl)-6-(methylsulfinyl)-pyrimido[5,4-d]pyrimidin-4-amine